C(C)(C)(C)N1N=C(N=C1)C1=C(C=C(C=C1)C(=O)N1CCN(CC1)C=1OC=2C(=NC(=CC2)C)N1)F [4-(1-tert-butyl-1,2,4-triazol-3-yl)-3-fluoro-phenyl]-[4-(5-methyloxazolo[4,5-b]pyridin-2-yl)piperazin-1-yl]methanone